C(C)(C)(C)OC(=O)N1[C@H](CN(CC1)C=1N=NC(=CC1)NC(=O)C1=CC=2C(N=C1OCC)=NN(C2)C)C (S)-4-(6-(6-ethoxy-2-methyl-2H-pyrazolo[3,4-b]pyridine-5-carboxamido)pyridazin-3-yl)-2-methylpiperazine-1-carboxylic acid tert-butyl ester